2-[(3-chloro-5-fluorophenyl)acetyl]-8,8-dimethyl-7-oxo-2-azaspiro[3.5]non-5-ene-6-carbonitrile ClC=1C=C(C=C(C1)F)CC(=O)N1CC2(C1)C=C(C(C(C2)(C)C)=O)C#N